C[C@H]1N(CC2(CCC2)C1)S(=O)(=O)C1=CC=CC=C1 |r| racemic-7-methyl-6-(phenylsulfonyl)-6-azaspiro[3.4]octane